[P].[In].[P]=S phosphorus sulfide indium phosphorus